CC(C#C)(CC\C=C(\CC)/C)O (E)-3,7-dimethylnon-6-en-1-yn-3-ol